3,5,7,9,11,13-hexamethyl-oxacyclotetradecane-2-one CC1C(OCC(CC(CC(CC(CC(C1)C)C)C)C)C)=O